C1=C(C=C(C=C1O)OC2=C(C=C(C3=C2OC4=C(C=C(C=C4O3)OC5=C(C=C(C=C5O)OC6=C(C=C(C7=C6OC8=C(C=C(C=C8O7)O)O)O)O)O)O)O)O)O The molecule is a phlorotannin isolated from a brown alga Ecklonia cava which exhibits antioxidant, hepatoprotective and anticoagulant activities. It has a role as a metabolite, a radical scavenger, an EC 3.2.1.20 (alpha-glucosidase) inhibitor, a hepatoprotective agent and an anticoagulant. It is a phlorotannin, an aromatic ether and an oxacycle. It derives from a phloroglucinol.